FC(C1=CC(=C(C=C1)B1OC(C(O1)(C)C)(C)C)OCOC)F 2-[4-(Difluoromethyl)-2-(methoxymethoxy)phenyl]-4,4,5,5-tetramethyl-1,3,2-dioxaborolane